2-(3,4-difluorophenyl)sulfonyl-2,6-diazaspiro[3.3]heptane FC=1C=C(C=CC1F)S(=O)(=O)N1CC2(C1)CNC2